tert-Butyl 4-((3-((2-(4-methoxyphenyl)quinolin-4-yl)amino)propyl)amino)hexahydrocyclopenta[c]pyrrole-2(1H)-carboxylate COC1=CC=C(C=C1)C1=NC2=CC=CC=C2C(=C1)NCCCNC1CCC2CN(CC21)C(=O)OC(C)(C)C